butyl (3R)-3-hydroxypiperidine-1-carboxylate O[C@H]1CN(CCC1)C(=O)OCCCC